(6S,7S)-N-((R)-1,1-difluoropropan-2-yl)-6-((2-fluoro-[1,1'-biphenyl]-3-yl)methyl)-7-((fluoromethyl)sulfonamido)-5-azaspiro[2.4]heptane-5-carboxamide FC([C@@H](C)NC(=O)N1CC2(CC2)[C@@H]([C@@H]1CC=1C(=C(C=CC1)C1=CC=CC=C1)F)NS(=O)(=O)CF)F